[Na+].CNC1=CC=C(C(=O)N[C@@H](CCC(=O)[O-])C(=O)[O-])C=C1.[Na+] L-para-methylaminobenzoyl-glutamic acid sodium salt